C(/C1=CC=CC=C1)=C\1/N(C(/C(/NC1=O)=C/C=1N=CNC1C(C)(C)C)=O)CC(C(=O)OC(C)(C)C)=C tert-butyl 2-(((Z)-2-((Z)-benzylidene)-5-((5-(tert-butyl)-1H-imidazol-4-yl)methylene)-3,6-dioxopiperazin-1-yl)methyl)acrylate